COC(C(=C)C)=O.ClC1=C(C=NC2=C(C=C(C=C12)Cl)C)S(=O)(=O)N1CCSCC1 4-[(4,6-dichloro-8-methyl-3-quinolinyl)sulfonyl]thiomorpholine Methyl-methacrylate